ClC1=CC(=C(C=C1)C=1C=2N(N=C(C1)C=1CC(OCC1)C(=O)OCC)C(C(=C(N2)C)C)=O)F ethyl 4-[9-(4-chloro-2-fluoro-phenyl)-2,3-dimethyl-4-oxo-pyrimido[1,2-b]pyridazin-7-yl]-3,6-dihydro-2H-pyran-2-carboxylate